ClC=1C=C(C=CC1)C1(CC(C1)N1N=C2N(C1=O)C(CC2)C2=NC=CN=C2)C(=O)O 1-(3-chlorophenyl)-3-(3-oxo-5-(pyrazin-2-yl)-6,7-dihydro-3H-pyrrolo[2,1-c][1,2,4]triazol-2(5H)-yl)cyclobutane-1-carboxylic acid